N-hydroxy-3-((5-(pyridin-4-yl)-6-(trifluoromethyl)-1H-benzo[d]imidazol-2-yl)amino)benzamide ONC(C1=CC(=CC=C1)NC1=NC2=C(N1)C=C(C(=C2)C2=CC=NC=C2)C(F)(F)F)=O